ClC=1C=C(C=CC1)C[C@@H](C(=O)O)N(C(=O)OC)C1C2=CC=CC=C2C=2C=CC=CC12 (2S)-3-(3-chlorophenyl)-2-(9H-fluoren-9-yl-methoxycarbonyl-amino)propanoic acid